(2S,4R)-1-(((1-benzyl-1H-1,2,3-triazol-4-yl)methyl)sulfonyl)-N-((S)-(3,5-difluoro-4-isopropylphenyl)(phenyl)methyl)-4-fluoropyrrolidine-2-carboxamide C(C1=CC=CC=C1)N1N=NC(=C1)CS(=O)(=O)N1[C@@H](C[C@H](C1)F)C(=O)N[C@@H](C1=CC=CC=C1)C1=CC(=C(C(=C1)F)C(C)C)F